NC(CC(=O)O)C(NC(CC1=CC=C(C=C1)S(=O)(=O)C)C)=O 3-amino-3-{[1-(4-methylsulfonylphenyl)propan-2-yl]carbamoyl}propionic acid